N1=C(C=CC=C1)C(=O)C1=CC=C(C=C1)C1=NOC(=N1)C(F)(F)F 2-pyridinyl-[4-[5-(trifluoromethyl)-1,2,4-oxadiazol-3-yl]phenyl]methanone